N-(2,4-difluorobenzyl)-3-(p-tolyl)-1,2,4-oxadiazole-5-carboxamide FC1=C(CNC(=O)C2=NC(=NO2)C2=CC=C(C=C2)C)C=CC(=C1)F